5-bromo-N-(2-cyclopropyl-3-(2,4-difluorophenyl)propyl)-6-oxo-1,6-dihydropyrimidine-2-carboxamide BrC1=CN=C(NC1=O)C(=O)NCC(CC1=C(C=C(C=C1)F)F)C1CC1